N[C@H](C#N)C[C@@H]1OC2=C(NC1=O)C=CC=C2F (2S)-2-amino-3-[(2S)-8-fluoro-3-oxo-4H-1,4-benzoxazin-2-yl]propanenitrile